ClC1=CC(=CC=2N(C(=NC21)C2CCC2)C)C2=CC=C(C=C2)N2CCN(CC2)C(C)C 4-chloro-2-cyclobutyl-6-(4-(4-isopropylpiperazin-1-yl)phenyl)-1-methyl-1H-benzo[d]imidazole